CCOC(=O)ON=CC(CC1CCCCC1)=O 3-cyclohexylpropane-1,2-dione-2-ethoxyformyl oxime